ClC=1C=C2C=C(NC2=CC1OCC1=CC(=NO1)C)CNC(CN1N=NC=C1)=O N-({5-chloro-6-[(3-methyl-5-isoxazolyl)methoxy]-2-indolyl}methyl)(1H-1,2,3-triazol-1-yl)acetamide